ClC[Si](C)(C)C chloromethyl-trimethylsilicon